2-Hexen CC=CCCC